FC1=C(C=CC(=C1)F)C1=CC(=NO1)C(=O)NCC1CCN(CC1)CC1=CC=C(C=C1)OC(F)(F)F 5-(2,4-difluorophenyl)-N-((1-(4-(trifluoromethoxy)benzyl)piperidin-4-yl)methyl)isoxazole-3-carboxamide